3-[2-[(8-oxo-6,7-dihydro-5H-indolizine-5-carbonyl)amino]thiazol-5-yl]-2,5-dihydropyrrole-1-carboxylic acid tert-butyl ester C(C)(C)(C)OC(=O)N1CC(=CC1)C1=CN=C(S1)NC(=O)C1N2C=CC=C2C(CC1)=O